1-Hexyl-4-(7-phenylimidazo[1,2-a]pyridin-2-yl)pyridin-1-ium iodide [I-].C(CCCCC)[N+]1=CC=C(C=C1)C=1N=C2N(C=CC(=C2)C2=CC=CC=C2)C1